Cl.ClC1=C(C=CC=C1)C(N)=N 2-chlorobenzene-1-carboximidamide hydrogen chloride